FC=1C=2N(C=C(C1)NC(=O)C1=NC=C(N=C1)N1CC(C1)[C@H]1NCCCC1)C=C(N2)C (S)-N-(8-fluoro-2-methylimidazo[1,2-a]pyridin-6-yl)-5-(3-(piperidin-2-yl)azetidin-1-yl)pyrazine-2-carboxamide